Nonadecyl octanoate C(CCCCCCC)(=O)OCCCCCCCCCCCCCCCCCCC